ethyl 3-[4-[(1S,4R,5R)-5-[(tert-butyldiphenylsilyl)oxy]-3-oxo-2-azabicyclo[2.2.1]heptan-2-yl]-3-fluorophenyl]propanoate [Si](C1=CC=CC=C1)(C1=CC=CC=C1)(C(C)(C)C)O[C@H]1[C@@H]2C(N([C@H](C1)C2)C2=C(C=C(C=C2)CCC(=O)OCC)F)=O